FC(C(=O)O)(F)F.C(#N)[C@H](CC=1SC(=CC1)C=1C=CC2=C(N(C(O2)=O)C)C1)NC(=O)C1CNC1 (S)-N-(1-cyano-2-(5-(3-methyl-2-oxo-2,3-dihydrobenzo[d]oxazol-5-yl)thiophen-2-yl)ethyl)azetidine-3-carboxamide 2,2,2-trifluoroacetate